CC1=CC=C(C=C1)S(=O)(=O)[O-].C1=C[NH2+]C=2C=CC3=C(C12)C=CC=C3 benzo[e]indolium 4-methylbenzenesulfonate